CN1N=CC(=C1C1=CC=2N(C=C1)N=C(C2)N)O[C@@H]2CNCC2 (S)-5-(1-methyl-4-(pyrrolidin-3-yloxy)-1H-pyrazol-5-yl)pyrazolo[1,5-a]pyridin-2-amine